Dec-5-ene tetraphenylBorate C1(=CC=CC=C1)[B-](C1=CC=CC=C1)(C1=CC=CC=C1)C1=CC=CC=C1.CCCCC=CCCCC